bis(methoxymethyl)aminosulfur trifluoride COCN(COC)S(F)(F)F